ClC=1C=C2CN([C@@H](C2=CC1C(F)(F)F)C)C(CC[C@@]1(C(NC(N1)=O)=O)C1CC1)=O (S)-5-(3-((R)-5-chloro-1-methyl-6-(trifluoromethyl)isoindolin-2-yl)-3-oxopropyl)-5-cyclopropylimidazole-2,4-dione